C(#N)C=1C=NN2C1C=CC(=C2)NC(C)C 3-Cyano-6-isopropylaminopyrazolo[1,5-a]pyridin